2,5,8,11,14,17,20,23,26,29,32,35,38,41,44,47,50,53,56,59,62,65,68,71-Tetracosaoxatetraheptacontan-74-amide COCCOCCOCCOCCOCCOCCOCCOCCOCCOCCOCCOCCOCCOCCOCCOCCOCCOCCOCCOCCOCCOCCOCCOCCC(=O)N